ClC=1C=C(C(=O)O)C=C(C1C1=CN(C2=NC=C(C=C21)C=2C(=NOC2C)C)C2CCOCC2)OC(C)C 3-chloro-4-(5-(3,5-dimethylisoxazol-4-yl)-1-(tetrahydro-2H-pyran-4-yl)-1H-pyrrolo[2,3-b]pyridin-3-yl)-5-isopropoxybenzoic acid